(+-)-1,2,6-trimethyl-2-indane-methanol CC1C(CC2=CC=C(C=C12)C)(CO)C